Cl.C1(CC1)CN1[C@H]2[C@@]3(CC[C@H]([C@H]4[C@@]3(C=3C(=C(C=CC3C2)O)O4)CC1)NC(C(C)C=1OC=CC1)=O)O 17-Cyclopropylmethyl-3,14β-dihydroxy-4,5α-epoxy-6β-[(2'-furanyl)propanamido]morphinan hydrochloride